FC=1C=C(C=C(C1)F)C1=NO[C@](C1)(C(=O)N[C@@H]1C[C@@H](OC1)C(=O)OC)C=C methyl cis-4-[[(5S)-3-(3,5-difluorophenyl)-5-vinyl-4H-isoxazole-5-carbonyl]-amino]-tetrahydrofuran-2-carboxylate